NC=1C(=NC(=C(N1)C1=CC(=CC(=C1)F)F)Cl)C#N 3-amino-6-chloro-5-(3,5-difluorophenyl)pyrazine-2-carbonitrile